BrC1=NC=CC(=C1OC)CC=1C(OC2=CC(=CC=C2C1C)OC1=NC=CC=C1F)=O 3-[(2-bromo-3-methoxy-4-pyridyl)methyl]-7-[(3-fluoro-2-pyridyl)oxy]-4-methyl-chromen-2-one